C(=O)(OCC1C2=CC=CC=C2C2=CC=CC=C12)NN Fmoc-Hydrazine